4,4'-trimethylenedipiperidinebispropionic acid N1(C(CC(CC1)CCCC1CC(N(CC1)CCC(=O)O)CCC(=O)O)CCC(=O)O)CCC(=O)O